BrC(C(=O)OC(CC)C)C 3-butyl bromopropionate